tert-butyl 3-(4-chloro-8-methyl-7-oxo-7,8-dihydropyrido[2,3-d]pyrimidin-6-yl)-3-methylazetidine-1-carboxylate ClC=1C2=C(N=CN1)N(C(C(=C2)C2(CN(C2)C(=O)OC(C)(C)C)C)=O)C